Cl.C(C)(=O)C1=CC=C(C=C1)N1C(N2N(CC=C3C2C=2C=CC(=CC2OC3(C)C)OCCC(N(C)C)C(=O)O)C1=O)=O 2-((2-(4-acetylphenyl)-7,7-dimethyl-1,3-dioxo-2,3,5,12b-tetrahydro-1h,7h-chromeno[4,3-c][1,2,4]triazolo[1,2-a]pyridazin-10-yl)oxy)ethyldimethylglycine hydrochloride